C(C1=CC=CC=C1)N1C[C@@H]([C@H](CC1)O[Si](C)(C)C(C)(C)C)C(=O)OCC ethyl (3S,4S)-1-benzyl-4-[tert-butyl(dimethyl)silyl]oxy-piperidine-3-carboxylate